2-(4-(4-hydroxy-3-isopropylbenzyl)-3,5-dimethylphenoxy)-N-methylacetamide OC1=C(C=C(CC2=C(C=C(OCC(=O)NC)C=C2C)C)C=C1)C(C)C